Benzhydryl methacrylate C(C(=C)C)(=O)OC(C1=CC=CC=C1)C1=CC=CC=C1